((9-bromononyl)oxy)(t-butyl)dimethylsilane BrCCCCCCCCCO[Si](C)(C)C(C)(C)C